COC1=C(C(=NC=C1C)CS(=O)C1=NC2=C(N1)C=CC(=C2)OC(C2=CC=C(C=C2)F)=O)C 4-fluorobenzoic acid 2-(((4-methoxy-3,5-dimethylpyridin-2-yl) methyl) sulfinyl)-1H-benzo[d]imidazol-5-yl ester